BrC1=C(N(C(=C1F)Br)COCC[Si](C)(C)C)C(=O)OC methyl 3,5-dibromo-4-fluoro-1-((2-(trimethylsilyl)ethoxy)methyl)-1H-pyrrole-2-carboxylate